COCCC(C(=O)OC1C(CNCC1)COC1=CC=C(C=C1)S(=O)(=O)C)S(=O)C1=C(C=C(C=C1)C(=O)N1[C@H]([C@@H](N(CC1)C1=CC(=CC=C1)Cl)C)C)Cl 3-((4-(methylsulfonyl)phenoxy)methyl)piperidin-4-ol (±)-2-Methoxyethyl-2-((2-chloro-4-(4-(3-chlorophenyl)-trans-2,3-dimethylpiperazine-1-carbonyl)phenyl)sulfinyl)acetate